tert-butyl (3S,4S)-3-fluoro-4-[[6-[7-methoxy-6-(2,2,2-trifluoro-1-hydroxy-1-methyl-ethyl)imidazo[1,2-a]pyridin-3-yl]-2-pyridyl]amino]pyrrolidine-1-carboxylate F[C@H]1CN(C[C@@H]1NC1=NC(=CC=C1)C1=CN=C2N1C=C(C(=C2)OC)C(C(F)(F)F)(C)O)C(=O)OC(C)(C)C